1-(2-hydroxyphenyl)-3-(thiophen-2-yl)-2-propen-1-one OC1=C(C=CC=C1)C(C=CC=1SC=CC1)=O